C(#N)CN1CCC(CC1)(C(=O)NC1=NC=C(C=C1)C1=NC(=CN=C1)OCC)C1=NC(=NC=C1)NS(=O)(=O)C1CC1 1-(cyanomethyl)-4-(2-(cyclopropanesulfonamido)pyrimidin-4-yl)-N-(5-(6-ethoxypyrazin-2-yl)pyridin-2-yl)piperidine-4-carboxamide